FC=1C=CC2=C(C(C=NCC2)C)C1 8-fluoro-1-methyl-4,5-dihydro-1H-benzo[d]azepin